2-Cyano-4-(1-((5-methoxy-7-methyl-1H-indol-4-yl)methyl)-4-(3,3,3-trifluoropropyl)piperazin-2-yl)benzamide C(#N)C1=C(C(=O)N)C=CC(=C1)C1N(CCN(C1)CCC(F)(F)F)CC1=C2C=CNC2=C(C=C1OC)C